CC(C(C(C(C)(C)C)=O)=O)CCC.CC(C(C(C(C)(C)C)=O)=O)CCC.CC(C(C(C(C)(C)C)=O)=O)CCC.[Nd] neodymium tris(tetramethylheptanedione)